CN1N=C(C=C1)C1=NC=NC=C1 4-(1-methyl-1H-pyrazol-3-yl)pyrimidine